FC(C1=C(C=CC(=C1)F)C(C)N1C[C@@H](N(C[C@H]1CC)C=1C=2C(N(C(C1)=O)C)=CN(N2)CC#N)CC)F (7-((2S,5R)-4-(1-(2-(difluoromethyl)-4-fluorophenyl)ethyl)-2,5-diethylpiperazin-1-yl)-4-methyl-5-oxo-4,5-dihydro-2H-pyrazolo[4,3-B]pyridin-2-yl)acetonitrile